methyl 4-(3-iodo-6-methyl-2-oxopyridin-1-yl)butanoate IC=1C(N(C(=CC1)C)CCCC(=O)OC)=O